(1R,2S,3R,5S)-3-(4-amino-7H-pyrrolo[2,3-d]pyrimidin-7-yl)-5-((S)-5-chloro-1,3-dihydroisobenzofuran-1-yl)cyclopentane-1,2-diol NC=1C2=C(N=CN1)N(C=C2)[C@H]2[C@@H]([C@@H]([C@H](C2)[C@@H]2OCC1=CC(=CC=C21)Cl)O)O